BrC=1C=C(C=CC1)C1=NN=C2N1C1=CC=C(C=C1C(=N2)NC)F (3-bromophenyl)-7-fluoro-N-methyl-[1,2,4]triazolo[4,3-a]quinazolin-5-amine